CC1(COCCC1=NNC(OC(C)(C)C)=O)C tert-Butyl N-[(3,3-dimethyl tetrahydropyran-4-ylidene)amino]carbamate